C(#N)C1=CC=C(C=C1)C=1N(C(=C(N1)C)C(=O)OCC)OC ethyl 2-(4-cyanophenyl)-1-methoxy-4-methyl-1H-imidazole-5-carboxylate